3-(2,6-difluoro-3,5-dimethoxyphenyl)-1-ethyl-8-[(4-methylpiperazin-1-yl)methyl]-1,3,4,7-tetrahydro-2H-pyrrolo[3',2':5,6]pyrido[4,3-d]pyrimidin-2-one FC1=C(C(=C(C=C1OC)OC)F)N1C(N(C2=C(C1)C=NC1=C2C=C(N1)CN1CCN(CC1)C)CC)=O